2-(1H-triazol-4-yl)-4-(trifluoromethyl)pyridine N1N=NC(=C1)C1=NC=CC(=C1)C(F)(F)F